C(C1=CC=CC=C1)S(=O)(=O)N1CC=2C=CC(=NC2CC1)N1C2CNCC1CC2 6-(benzylsulfonyl)-2-(3,8-diazabicyclo[3.2.1]oct-8-yl)-5,6,7,8-tetrahydro-1,6-naphthyridine